2-Chloro-4-((S)-8-(4-(4-((4-(4-(((S)-2,6-dioxo-piperidin-3-yl)amino)-phenyl)piperazin-1-yl)-methyl)piperidine-1-carbonyl)phenyl)-3-methyl-2,8-diazaspiro[4.5]decan-2-yl)benzonitrile ClC1=C(C#N)C=CC(=C1)N1CC2(C[C@@H]1C)CCN(CC2)C2=CC=C(C=C2)C(=O)N2CCC(CC2)CN2CCN(CC2)C2=CC=C(C=C2)N[C@@H]2C(NC(CC2)=O)=O